(E)-4-(dibenzo[b,d]thiophen-4-yl)but-2-enal benzyl-3-[(tert-butoxycarbonyl)(ethyl)amino]pyrrolidine-1-carboxylate C(C1=CC=CC=C1)OC(=O)N1CC(CC1)N(CC)C(=O)OC(C)(C)C.C1=CC=C(C=2SC3=C(C21)C=CC=C3)C/C=C/C=O